NC=1C(=CC(=NC1)Br)C(=O)OC methyl 5-amino-2-bromo-pyridine-4-carboxylate